C1(=CC=CC=C1)C=1NC2=CC=C(C=C2C1C(CC(F)(F)F)C=1SC=CC1)B(O)O (2-phenyl-3-(3,3,3-trifluoro-1-(thiophen-2-yl)propyl)-1H-indol-5-yl)boronic acid